(S)-2-(5-((4,4-difluoropiperidin-1-yl)methyl)-3-fluoro-2-methoxyphenyl)-2-((R)-3-((5-(5,6,7,8-tetrahydro-1,8-naphthyridin-2-yl)pentyl)oxy)pyrrolidin-1-yl)acetic acid FC1(CCN(CC1)CC=1C=C(C(=C(C1)[C@@H](C(=O)O)N1C[C@@H](CC1)OCCCCCC1=NC=2NCCCC2C=C1)OC)F)F